(R,E)-5-(2-(6-(1H-imidazol-1-yl)pyridin-3-yl)vinyl)-2-(2-(methoxymethyl)-4-(5-(methoxymethyl)pyrimidin-2-yl)piperazin-1-yl)pyrimidine N1(C=NC=C1)C1=CC=C(C=N1)/C=C/C=1C=NC(=NC1)N1[C@H](CN(CC1)C1=NC=C(C=N1)COC)COC